OC1=CC=C(COC(CC)=O)C=C1 4-hydroxy-benzylpropionate